C1(C=CC2C3CCC(C12)C3)CC(=O)[O-] 3a,4,5,6,7,7a-Hexahydro-4,7-methanoinden-acetate